C(C)(C)C=1C=NC=NC1 5-isopropylpyrimidin